N1N=CC(=C1)NC1=CC(=NC=N1)OC=1C=C(C(=O)NC2=CC(=C(C=C2)CN2CCN(CC2)CC)C(F)(F)F)C=CC1C 3-((6-((1H-pyrazol-4-yl)amino)pyrimidin-4-yl)oxy)-N-(4-((4-ethylpiperazin-1-yl)methyl)-3-(trifluoro-methyl)phenyl)-4-methylbenzamide